[I-].[Tl+] Thallium iodid